5-amino-1-(2,6-dichloro-4-trifluoromethylphenyl)-3-cyano-4-trifluoromethylthiopyrazole NC1=C(C(=NN1C1=C(C=C(C=C1Cl)C(F)(F)F)Cl)C#N)SC(F)(F)F